COCCOCCOCCOCCOCC1=C(N=C(S1)C)C 5-(2-(2-(2-(2-methoxyethoxy)ethoxy)ethoxy)ethoxy)methyl-2,4-dimethyl-1,3-thiazole